N(=[N+]=[N-])CCN(C(=O)[C@@H]1N2C([C@H]([C@H]2SC1(C)C)NC(OC(C)(C)C)=O)=O)CCN=[N+]=[N-] tert-Butyl ((2S,5R,6R)-2-(bis(2-azidoethyl)carbamoyl)-3,3-dimethyl-7-oxo-4-thia-1-azabicyclo[3.2.0]heptan-6-yl)carbamat